FC(C(CC)C(F)(F)F)(F)F 1,1,1-trifluoro-2-trifluoromethylbutane